3-amino-4-((3-(difluoromethoxy)phenyl)amino)benzoic acid methyl ester COC(C1=CC(=C(C=C1)NC1=CC(=CC=C1)OC(F)F)N)=O